1-[(2-isopropyl-5-methyl-phenyl)carbamothioyl]-3-[[3-[1-[4-(trifluoromethoxy)phenyl]-1H-1,2,4-triazol-3-yl]phenyl]methyl]urea C(C)(C)C1=C(C=C(C=C1)C)NC(=S)NC(=O)NCC1=CC(=CC=C1)C1=NN(C=N1)C1=CC=C(C=C1)OC(F)(F)F